3-(methyl-sulfonyl)azetidine CS(=O)(=O)C1CNC1